[C@@H](C)(CC)OC(CC1=C(C=CC(=C1)[N+](=O)[O-])N1CCN(CC1)C(=O)OC(C)(C)C)=O tert-butyl (R)-4-(2-(2-(sec-butoxy)-2-oxoethyl)-4-nitrophenyl)piperazine-1-carboxylate